N1=CN=C2NC=NC2=C1C=1C(=NC=CC1)NC=1C=C(C=CC1C)NC(C1=NC=C(C(=C1)C(F)(F)F)OC)=O N-(3-(3-(9H-purin-6-yl)pyridin-2-ylamino)-4-methylphenyl)-5-methoxy-4-(trifluoromethyl)-picolinamide